6-bromo-2-(4-chloro-2-methoxy-6-methyl-phenyl)-5-methoxy-1-methyl-imidazo[4,5-b]pyridine BrC=1C=C2C(=NC1OC)N=C(N2C)C2=C(C=C(C=C2C)Cl)OC